2-(2-chloropyrimidin-4-yl)phenol ClC1=NC=CC(=N1)C1=C(C=CC=C1)O